4,6-dichloro-N-(2,8-dimethyl-4-oxo-3-((1R,2S)-2-phenylcyclobutyl)-3,4-dihydroquinazolin-5-yl)-5-hydroxypicolinamide ClC1=CC(=NC(=C1O)Cl)C(=O)NC1=C2C(N(C(=NC2=C(C=C1)C)C)[C@H]1[C@@H](CC1)C1=CC=CC=C1)=O